O=C1NC(C2=C(C=CC=C12)NC(=O)C12CCC(CC1)CC2)C2=C(C=CC=C2)C N-(1-oxo-3-(o-tolyl)isoindolin-4-yl)bicyclo[2.2.2]octane-1-carboxamide